2-(6-amino-1-(2,6-difluorobenzyl)-1H-pyrazolo[3,4-d]pyrimidine-4-yl)isonicotinonitrile NC1=NC(=C2C(=N1)N(N=C2)CC2=C(C=CC=C2F)F)C=2C=C(C#N)C=CN2